CC1(OCCC(C1)C(=O)Cl)C 2,2-dimethyltetrahydro-2H-pyran-4-carbonyl chloride